ClC=1C(=NC(=NC1)NC1CCOCC1)C1=CC=C2CN(C(C2=C1)=O)CC(=O)NC(CO)C=1N=C(SC1)C 2-(6-{5-chloro-2-[(oxacyclohex-4-yl)amino]pyrimidin-4-yl}-1-oxo-2,3-dihydro-1H-isoindol-2-yl)-N-[2-hydroxy-1-(2-methyl-1,3-thiazol-4-yl)ethyl]acetamide